N-((5-acetylthiophen-2-yl)methyl)pivalamide C(C)(=O)C1=CC=C(S1)CNC(C(C)(C)C)=O